F[B-](F)(F)F.C1(=CC=CC=C1)[S+](C)C phenyl-(dimethyl)sulfonium tetrafluoroborate